(R)-5-(5-chloro-3-fluoropyridin-2-yl)-2-methyl-7-(2-(1-methyl-1H-pyrazol-4-yl)morpholino)-3-propylpyrido[4,3-d]pyrimidin-4(3H)-one ClC=1C=C(C(=NC1)C1=NC(=CC=2N=C(N(C(C21)=O)CCC)C)N2C[C@H](OCC2)C=2C=NN(C2)C)F